manganese-copper-nickel [Ni].[Cu].[Mn]